BrC1=CC=CC2=C1C1=CC=CC=C1C21SCCS1 4-bromospiro[fluorene-9,2'-[1,3]dithiolane]